2-{4-amino-4-[6-(2-ethoxyphenyl)pyridin-3-yl]piperidin-1-yl}-5-(trifluoromethyl)benzonitrile NC1(CCN(CC1)C1=C(C#N)C=C(C=C1)C(F)(F)F)C=1C=NC(=CC1)C1=C(C=CC=C1)OCC